[1-oxo-5-(4,4,5,5-tetramethyl-1,3,2-dioxaborolan-2-yl)-3H-isoindol-2-yl]-1-{[2-(trimethylsilyl)ethoxy]methyl}piperidine-2,6-dione O=C1N(CC2=CC(=CC=C12)B1OC(C(O1)(C)C)(C)C)C1C(N(C(CC1)=O)COCC[Si](C)(C)C)=O